Ethyl 2-[3-(4-fluorophenyl)-1-methyl-4-(pyridin-4-yl)-1H-pyrazol-5-yl]Acetate FC1=CC=C(C=C1)C1=NN(C(=C1C1=CC=NC=C1)CC(=O)OCC)C